C(C1CO1)OCC(C(=O)O)(C)COCC1CO1 2,2-bis(glycidoxymethyl)propionic acid